(1R,2R)-2-ALLYLCYCLOPENTANOL C(C=C)[C@@H]1[C@@H](CCC1)O